C1(=CC=C(C=C1)C1=CC=CC=C1)P(O)(O)OP(O)O.C(C)(C)(C)C1=C(C=CC(=C1)C(C)(C)C)O (2,4-di-tert-butylphenol) 4,4-biphenylyl-diphosphite